C(C)OC1(CCC(CC1)C(=O)NN)CC trans-4-ethoxy-4-ethylcyclohexanecarbohydrazide